2,6-dimethylphenylether CC1=C(C(=CC=C1)C)OC1=C(C=CC=C1C)C